ClC=1C=C(N)C=C(C1OC=1N=NC(=C(C1)CC1=NC=C(C=C1)OC)Cl)Cl 3,5-dichloro-4-([6-chloro-5-[(5-methoxypyridin-2-yl)methyl]pyridazin-3-yl]oxy)aniline